7,7,7-trifluoroheptanoic acid FC(CCCCCC(=O)O)(F)F